1,1,1,3,3,3-hexafluoropropan-2-yl 1-(2-(4-(tert-butoxy)-4-oxobutoxy)-4-chlorobenzyl)-1,8-diazaspiro[4.5]decane-8-carboxylate C(C)(C)(C)OC(CCCOC1=C(CN2CCCC23CCN(CC3)C(=O)OC(C(F)(F)F)C(F)(F)F)C=CC(=C1)Cl)=O